C(C)(C)(C)OC(=O)N1CCN(CC1)CC1=CC(=C(C=C1)CN(CC(=O)OCC)C1=NC(=NC(=C1C=O)Cl)OCCCC)OC 4-(4-(((2-Butoxy-6-chloro-5-formylpyrimidin-4-yl)(2-ethoxy-2-oxoethyl)amino)methyl)-3-methoxybenzyl)piperazine-1-carboxylic acid tert-butyl ester